CN(CCC1=CC=C(C=C1)[N+](=O)[O-])CC=1C=C2C=NN(C2=CC1)C N-methyl-N-((1-methyl-1H-indazol-5-yl)methyl)-2-(4-nitrophenyl)ethan-1-amine